N1C[C@H](CC1)C(C)(C)O 2-[(3S)-pyrrolidin-3-yl]propan-2-ol